CC=1C=C(CN2C=CC3=CC(=CC=C23)NC(C=C)=O)C=CC1 N-(1-(3-methyl-benzyl)-1H-indol-5-yl)acrylamide